4-bromo-5-fluoro-7-((((2R,7aS)-2-fluorotetrahydro-1H-pyrrolizin-7a(5H)-yl)methoxy)-2-methyl-2H-pyrazolo[4,3-f]quinazolin-9-yl)-3,8-diazabicyclo[3.2.1]octane-8-carboxylate BrC1NCC2C(CC1(N2C(=O)[O-])F)C2=NC=NC=1C=CC=3C(C21)=C(N(N3)C)OC[C@]32CCCN2C[C@@H](C3)F